N-[4-(pyridin-3-yl)-1,3-thiazol-2-yl]-4-(1,2,3,4-tetrahydroisoquinoline-2-sulfonyl)benzamide N1=CC(=CC=C1)C=1N=C(SC1)NC(C1=CC=C(C=C1)S(=O)(=O)N1CC2=CC=CC=C2CC1)=O